(R)-2-((((9H-fluoren-9-yl)methoxy)carbonyl)amino)-3-(2-(2-(tert-butoxy)ethoxy)ethoxy)-N-(2-oxo-2-(2,2,2-tribromoethoxy)ethyl)propan-1-aminium 4-methylbenzenesulfonate CC1=CC=C(C=C1)S(=O)(=O)[O-].C1=CC=CC=2C3=CC=CC=C3C(C12)COC(=O)N[C@H](C[NH2+]CC(OCC(Br)(Br)Br)=O)COCCOCCOC(C)(C)C